(2S)-3-(5-chlorothiophen-2-yl)-2-(9H-fluoren-9-ylmethoxycarbonylamino)propanoic acid ClC1=CC=C(S1)C[C@@H](C(=O)O)NC(=O)OCC1C2=CC=CC=C2C=2C=CC=CC12